(4-(5-((4-amino-2-(sec-butoxy)imidazo[2,1-f][1,2,4]triazin-7-yl)methyl)-3-methylpyridin-2-yl)piperazin-1-yl)-2-(methylamino)ethan-1-one NC1=NC(=NN2C1=NC=C2CC=2C=C(C(=NC2)N2CCN(CC2)C(CNC)=O)C)OC(C)CC